1-Oxa-6-azaspiro[3.3]heptan-6-yl-[(4S)-7-chloro-6-(3-fluoro-2-pyridinyl)-4-methyl-8-(trifluoromethyl)-4H-[1,2,4]triazolo[1,5-a][1,4]benzodiazepine-2-Yl]methanone O1CCC12CN(C2)C(=O)C2=NN1C([C@@H](N=C(C3=C1C=CC(=C3Cl)C(F)(F)F)C3=NC=CC=C3F)C)=N2